OC[C@H](C1=CC=CC=C1)NC1=NC(=NC=C1C=1OC=NN1)NC=1C=C2C(OC(C2=CC1)=O)(C)C (S)-5-((4-((2-hydroxy-1-phenylethyl)amino)-5-(1,3,4-oxadiazol-2-yl)pyrimidin-2-yl)amino)-3,3-dimethylisobenzofuran-1(3H)-one